ClC=1N=C2C(=NC1)SC(=C2)C2CC2 2-chloro-6-cyclopropyl-thieno[2,3-b]pyrazine